C(C1=CC=CC=C1)(=O)OC1=C(C=CC=C1)OC(C1=CC=CC=C1)=O 4-phenylene dibenzoate